C(C1CC(C(CC1)N)CCCC(C)C)C1CC(C(CC1)N)CCCC(C)C 4,4'-methylenebis(2-(isohexyl)cyclohexylamine)